C12CN(CC(N1)C2)C=2SC(=NN2)Br 2-(3,6-diazabicyclo[3.1.1]heptane-3-yl)-5-bromo-1,3,4-thiadiazol